(R)-1-((4-(6-carbamimidoyl-1H-benzo[d]imidazol-2-yl)benzoyl)-D-prolyl)-N-(4-(6-carbamimidoyl-1H-benzo[d]imidazol-2-yl)phenyl)pyrrolidine-2-carboxamide C(N)(=N)C=1C=CC2=C(NC(=N2)C2=CC=C(C(=O)N3[C@H](CCC3)C(=O)N3[C@H](CCC3)C(=O)NC3=CC=C(C=C3)C3=NC4=C(N3)C=C(C=C4)C(N)=N)C=C2)C1